BrC1=CC(=C(C=C1)CO)C(F)(F)F [4-bromo-2-(trifluoromethyl)phenyl]methanol